C(C(=O)O)(=O)O.N[C@@H]1C[C@H](N(C1)C(=O)OC(C)(C)C)C(=O)OC 1-(tert-butyl) 2-methyl (2S,4R)-4-aminopyrrolidine-1,2-dicarboxylate oxalic acid salt